C[C@H](CCCC(C)C(=O)O)[C@H]1CC[C@@H]2[C@@]1(CC[C@H]3[C@H]2C(=O)C=C4[C@@]3(CC[C@@H](C4)O)C)C 3β-hydroxy-7-oxo-5-cholestenoic acid